O1C2=C(OCC1)C=C(C=C2)C2N(CCC2)CC2=CC=C(C=C2)C=2SC(=CN2)C 2-(4-((2-(2,3-dihydrobenzo[b][1,4]dioxin-6-yl)pyrrolidin-1-yl)methyl)phenyl)-5-methylthiazole